2-methyl-3-phenylquinazolin-4(3H)-one CC1=NC2=CC=CC=C2C(N1C1=CC=CC=C1)=O